2-[4-[3-(2,6-dioxo-3-piperidyl)-2-oxo-1,3-benzoxazol-6-yl]-1-piperidyl]acetic acid O=C1NC(CCC1N1C(OC2=C1C=CC(=C2)C2CCN(CC2)CC(=O)O)=O)=O